ClC1=CC=C(C=N1)CN(C(=N[N+](=O)[O-])N)NCCCCC 1-[(6-chloro-3-pyridinyl)methyl]-2-nitro-1-[(E)-pentylamino]guanidine